NC1=C(C=C(C=C1)C(C)C)N(S(=O)(=O)C)C N-(2-amino-5-isopropylphenyl)-N-methylmethanesulfonamide